C1(=CC=CC=C1)N1C2=CC=CC=C2C=2C=C(C=CC12)C1=CC=C(C=C1)N(C1=CC=2C(C3=CC=CC=C3C2C=C1)(C)C)C1=C(C=C(C=C1)C1=CC=CC=C1)C1=CC=CC=C1 N-[4-(9-phenyl-9H-carbazol-3-yl)phenyl]-N-(1,1':3,1''-terphenyl-4-yl)-9,9-dimethyl-9H-fluoren-2-amine